3-(2-(5-(4-methoxybenzyl)-4-oxo-3-(trifluoromethyl)-4,5-dihydro-1H-pyrazolo[3,4-d]pyridazin-1-yl)propoxy)propanoic acid COC1=CC=C(CN2N=CC3=C(C2=O)C(=NN3C(COCCC(=O)O)C)C(F)(F)F)C=C1